tert-butyl 4-(4-((5-methyl-1,3,4-oxadiazol-2-yl)methoxy)phenyl)-1H-imidazole-1-carboxylate CC1=NN=C(O1)COC1=CC=C(C=C1)C=1N=CN(C1)C(=O)OC(C)(C)C